(thiophen-3-yl)pyrimidin-4-amine hydrochloride Cl.S1C=C(C=C1)C1=NC=CC(=N1)N